C(C)C(COC(CCCCC(CN(CCCC(=O)OCCN1CCN(CC1)CCSSCCCCN(CC(CCCCCCC(=O)OCCCC)O)CC(CCCCCCC(=O)OCCCC)O)CC(CCCCC(OCC(CC)CC)=O)O)O)=O)CC Dibutyl 9,9'-((4-((2-(4-(2-((4-(bis(7-(2-ethylbutoxy)-2-hydroxy-7-oxoheptyl)amino)butanoyl)oxy)ethyl)piperazin-1-yl)ethyl)disulfaneyl)butyl)azanediyl)bis(8-hydroxynonanoate)